CC(C)(C)OC(=O)NC1C[C@H]2CC[C@@H](C1)N2 tert-Butyl ((1R,3r,5S)-8-azabicyclo[3.2.1]octan-3-yl)carbamate